N1(CCCCC1)C(C)O piperidin-1-ylethanol